FCC(=O)N[C@@H](CCCCN)C(=O)O (2-Fluoro-Acetyl)-Lysin